NC=1C(=NC(=CN1)C1=CC(=C2CCN(CC2=C1)C)C)OCC1=CC(=NC=C1OC1CC1)NC(OC(C)(C)C)=O tert-butyl 4-((3-amino-6-(2,5-dimethyl-1,2,3,4-tetrahydroisoquinolin-7-yl)pyrazin-2-yloxy)methyl)-5-cyclopropoxypyridin-2-ylcarbamate